(trans)-2-methylcyclopropylamine C[C@H]1[C@@H](C1)N